tert-Butyl 7-(2-(4-((2-cyanopropan-2-yl)amino)-2-ethylphenoxy)ethyl)-4,7-diazaspiro[2.5]octane-4-carboxylate C(#N)C(C)(C)NC1=CC(=C(OCCN2CCN(C3(CC3)C2)C(=O)OC(C)(C)C)C=C1)CC